FC1=CC=CC2=CN(C(N=C12)=S)CCC 8-Fluoro-3-propyl-2-thioxo-2,3-dihydroquinazolin